[Si](C1=CC=CC=C1)(C1=CC=CC=C1)(C(C)(C)C)OCCCCONC1=CC=C(C=C1)N1CCN(CC1)CCOC 4-[(tert-Butyldiphenylsilyl)oxy]butoxy-4-[4-(2-methoxyethyl)piperazin-1-yl]aniline